N-(3-aminocyclohexyl)-6-(4-fluorophenyl)-1H-indole-2-carboxamide hydrogen chloride salt Cl.NC1CC(CCC1)NC(=O)C=1NC2=CC(=CC=C2C1)C1=CC=C(C=C1)F